(6-Chlorochroman-3-yl)-1-[1-[2-[ethyl(methyl)amino]ethyl]-6-(5-methoxy-1H-pyrazol-4-yl)indol-3-yl]methanone ClC=1C=C2CC(COC2=CC1)C(=O)C1=CN(C2=CC(=CC=C12)C=1C=NNC1OC)CCN(C)CC